4-amino-7-bromo-6-(3-cyanophenyl)pyrazolo[1,5-a]pyrazine-2-carboxylic acid ethyl ester C(C)OC(=O)C1=NN2C(C(=NC(=C2Br)C2=CC(=CC=C2)C#N)N)=C1